2-(2-aminoethyl)-5-chloro-N-[(5-methylpyrimidin-2-yl)methyl]-1,3-thiazole-4-carboxamide dihydrochloride Cl.Cl.NCCC=1SC(=C(N1)C(=O)NCC1=NC=C(C=N1)C)Cl